N'-{5-Bromo-6-[(1R)-1-(3,5-difluorophenyl)ethoxy]-2-methylpyridin-3-yl}-N-ethyl-N-methylimidoformamide BrC=1C=C(C(=NC1O[C@H](C)C1=CC(=CC(=C1)F)F)C)N=CN(C)CC